CCC(C)C i-pentane